CN1C(=NC2=C(N=C(N=C2C2=CC=C(C#N)C=C2)N2C[C@@H](OCC2)C=2C=NN(C2)C)C1=O)C(F)(F)F (S)-4-(7-methyl-2-(2-(1-methyl-1H-pyrazol-4-yl)morpholino)-8-oxo-6-(trifluoromethyl)-7,8-dihydropyrimido[5,4-d]pyrimidin-4-yl)benzonitrile